2-(((dimethylglycyl)oxy)methyl)-2-((oleoyl)methyl)propane-1,3-diyl dioleate C(CCCCCCC\C=C/CCCCCCCC)(=O)OCC(COC(CCCCCCC\C=C/CCCCCCCC)=O)(CC(CCCCCCC\C=C/CCCCCCCC)=O)COC(CN(C)C)=O